NC=1C2=C(N=CN1)N(C=CC2=O)C(C)C2=C(C(=C(C(=C2)Cl)C)C2CN(C2)C(C)C)OC 4-amino-8-{1-[5-chloro-3-(1-isopropylazetidin-3-yl)-2-methoxy-4-methylphenyl]ethyl}pyrido[2,3-d]pyrimidin-5(8H)-one